(R)-3-(4-((2-(2,3-dihydrobenzo[b][1,4]dioxin-6-yl)pyrrolidin-1-yl)methyl)-3-methylphenyl)pyridine O1C2=C(OCC1)C=C(C=C2)[C@@H]2N(CCC2)CC2=C(C=C(C=C2)C=2C=NC=CC2)C